[OH-].[Na+].C1(O)=C(C(O)=CC=C1)C=O resorcinol-formaldehyde sodium hydroxide